N-((cis)-3-(5-chloro-2-(difluoromethyl)phenyl)cyclobutyl)-1-((S or R)-1-(4-methyl-6-((1R,5S)-2-oxo-3-azabicyclo[3.1.0]hexan-3-yl)pyridin-3-yl)ethyl)-1H-1,2,3-triazole-4-carboxamide ClC=1C=CC(=C(C1)[C@H]1C[C@H](C1)NC(=O)C=1N=NN(C1)[C@@H](C)C=1C=NC(=CC1C)N1C([C@@H]2C[C@@H]2C1)=O)C(F)F |o1:19|